C12(NCCC3C1=NC1=CC=CCC31)C=CC3=CC=CC=C32 hexahydrospiro[indene-1,1'-pyrido[3,4-b]indole]